CN1N=C2C=CC(=CC2=C1)C1=CC2=C(N=C(S2)C=2CC(NCC2)C)C=C1 6-(2-Methyl-2H-indazol-5-yl)-2-(2-methyl-1,2,3,6-tetrahydropyridin-4-yl)-1,3-benzothiazol